5-((4-methoxybenzyl)thio)-3-methylpyridin-2(1H)-one COC1=CC=C(CSC=2C=C(C(NC2)=O)C)C=C1